4-[1-(3,4-dimethylphenyl)-8-methyl-1H-pyrazolo[4,3-c]quinolin-3-yl]-2-methoxyphenol CC=1C=C(C=CC1C)N1N=C(C=2C=NC=3C=CC(=CC3C21)C)C2=CC(=C(C=C2)O)OC